FC(C(=O)O)(F)F.C1NCC2=CC(=CC=C12)C=1OC=NN1 2-(isoindolin-5-yl)-1,3,4-oxadiazole trifluoroacetate